ClC1=C(C=C2C(C(NC2=C1)=O)=C(O)C1=CN=C(S1)C)C1=CC=C(C=C1)N(C)C 6-Chloro-5-(4-dimethylamino-phenyl)-3-[1-hydroxyl-(2-methyl-thiazol-5-yl)-methylidene]-1,3-dihydro-indol-2-one